CC1=CC=C(COC2=CC3=C(N(C(=N3)C3=C(C=CC=C3)O)CC3=CC=C(C=C3)F)C=C2)C=C1 5-((4-methyl)Benzyloxy)-1-(4-fluorobenzyl)-2-(2-hydroxypheNyl)-1H-benzo[d]imidazole